N(CCO)(CCO)CCO.S(O)(O)(=O)=O sulfuric acid triethanolamine salt